2-oxo-N-(1H-pyrazolo[4,3-c]pyridin-7-yl)-2-[(2R,5S)-5-methyl-2-[2-[rel-(3R,4S)-1,3-dimethyl-4-piperidyl]-1,3-benzothiazol-5-yl]-1-piperidyl]acetamide O=C(C(=O)NC=1C2=C(C=NC1)C=NN2)N2[C@H](CC[C@@H](C2)C)C=2C=CC1=C(N=C(S1)[C@@H]1[C@H](CN(CC1)C)C)C2 |o1:29,30|